aminooxyserine NON[C@@H](CO)C(=O)O